2-Ethynyl-N-(3-isopropoxy-5-(trifluoromethoxy)phenyl)-N-(2-oxo-1-(2,2,2-trifluoroethyl)pyrrolidin-3-yl)thiazole-4-carboxamide C(#C)C=1SC=C(N1)C(=O)N(C1C(N(CC1)CC(F)(F)F)=O)C1=CC(=CC(=C1)OC(F)(F)F)OC(C)C